1,3,5-tris(3-methoxy-4-aminophenylamino)benzene COC=1C=C(C=CC1N)NC1=CC(=CC(=C1)NC1=CC(=C(C=C1)N)OC)NC1=CC(=C(C=C1)N)OC